C(CCCCCCCCCCCCCCCCCCCCCC)C1=CC=2C=3C=CC=C4C=CC=C(C5=CC=CC(=C1)C52)C43 2-tricosylperylene